iron-chromium carbon monoxide [C]=O.[Cr].[Fe]